FC1=CC=C(C=C1)C=1C=NN(C1O)C1=NC=C(C(=O)OC(C)(C)C)C=C1 tert-butyl 6-(4-(4-fluorophenyl)-5-hydroxy-1H-pyrazol-1-yl)nicotinate